ammonium hexadecyl-dimethyl-allyl chloride C(CCCCCCCCCCCCCCC)C(C=C(C)C)Cl.[NH4+]